BrC1=CC=C(C=C1)C=C1CN(CC1)CCC(F)F 3-[(4-bromophenyl)methylene]-1-(3,3-difluoropropyl)pyrrolidine